C(CCCCCCCCCCCCCCC)N1C(=C(C(C2=C(C=C(C=C12)O)O)=O)O)C1=CC=CC=C1 N-hexadecyl-2-phenyl-3,5,7-trihydroxyquinolin-4-one